N[C@H]1[C@@H](C2=CC=CC=C2C1)NC(C1=CC=C(C=C1)C1=C2C(=NC=C1)NC=C2)=O N-[(1R,2R)-2-Amino-2,3-dihydro-1H-inden-1-yl]-4-{1H-pyrrolo[2,3-b]pyridin-4-yl}benzamide